Quinuclidin-3-yl (2-(4'-((3-methyloxetan-3-yl)methoxy)-[1,1'-biphenyl]-4-yl)propan-2-yl)carbamate CC1(COC1)COC1=CC=C(C=C1)C1=CC=C(C=C1)C(C)(C)NC(OC1CN2CCC1CC2)=O